FC(CCN1N=NC(=C1)C(=O)OC(C)(C)C)CN1N=NC(=C1)NC(CN1CC(C1)F)=O tert-butyl 1-(3-fluoro-4-(4-(2-(3-fluoroazetidine-1-yl)acetamido)-1H-1,2,3-triazol-1-yl)butyl)-1H-1,2,3-triazole-4-carboxylate